(S)-4-((1-(2,4'-difluoro-3'-methyl-[1,1'-biphenyl]-4-yl)ethyl)amino)-2-ethyl-2,3-dihydro-1H-pyrrolo[3,4-c]pyridin-1-one FC1=C(C=CC(=C1)[C@H](C)NC1=NC=CC2=C1CN(C2=O)CC)C2=CC(=C(C=C2)F)C